tert-butyl (5-((2-(2,6-dioxopiperidin-3-yl)-1-oxoisoindolin-4-yl) amino) pentyl)(methyl)carbamate O=C1NC(CCC1N1C(C2=CC=CC(=C2C1)NCCCCCN(C(OC(C)(C)C)=O)C)=O)=O